C(C)OC1=CC(=NC=C1C#N)[C@H](C)N1C(C2=CC(=CC(=C2CC1)C1=CN(C(C(=C1C)F)=O)C)CN1C(=NC=C1)C)=O (S)-4-ethoxy-6-(1-(5-(5-fluoro-1,4-dimethyl-6-oxo-1,6-dihydropyridin-3-yl)-7-((2-methyl-1H-imidazol-1-yl)methyl)-1-oxo-3,4-dihydroisoquinolin-2(1H)-yl)ethyl)nicotinonitrile